2,5-difluoro-1-oxidopyridin-1-ium FC1=[N+](C=C(C=C1)F)[O-]